S(=O)(=O)(O)OC(CNC(C)(C)C)C1=CC(=C(C=C1)O)CO (4-hydroxy-3-hydroxymethyl-phenyl)2-(tert-butylamino)ethanol sulphate